CN1C(=CC2=CC=C(C=C12)C(=O)N[C@@H](C)C=1C=C(C=CC1)C)C (S)-1,2-dimethyl-N-(1-(m-tolyl)ethyl)-1H-indole-6-carboxamide